(S)-3-(3',5-dimethoxybiphenyl-3-yl)-3-(3-(4-hydroxy-1-methyl-2-oxo-1,2-dihydropyridin-3-yl)ureido)propionic acid ethyl ester C(C)OC(C[C@H](NC(=O)NC=1C(N(C=CC1O)C)=O)C=1C=C(C=C(C1)OC)C1=CC(=CC=C1)OC)=O